BrC=1C=C2C(=NC1OC)N(C=C2)C(=O)OC(C)(C)C tert-butyl 5-bromo-6-methoxy-1H-pyrrolo[2,3-b]pyridine-1-carboxylate